C(C)(C)=C1CC(CC=C1)=C(C)C 1,3-di(isopropylidene)benzene